(R)-4-(3H-[1,2,3]triazolo[4,5-b]pyridin-3-yl)-2-chloro-N-(8-methylisoquinolin-1-yl)-N-(piperidin-3-yl)benzamide hydrochloride salt Cl.N1=NN(C2=NC=CC=C21)C2=CC(=C(C(=O)N([C@H]1CNCCC1)C1=NC=CC3=CC=CC(=C13)C)C=C2)Cl